4-ethyl-6-methoxy-2-(piperidylmethyl)phenol C(C)C1=CC(=C(C(=C1)OC)O)CN1CCCCC1